7-((3-Bromo-6-methyl-5,5-dioxido-6,11-dihydrodibenzo[c,f][1,2]thiazepin-11-yl)amino)heptanoic acid hydrochloride salt Cl.BrC1=CC2=C(C(C3=C(N(S2(=O)=O)C)C=CC=C3)NCCCCCCC(=O)O)C=C1